COC(C1=CC=CC(=C1)C(F)(F)F)=O 5-(trifluoromethyl)-benzoic acid methyl ester